COCC1N(CCC1)S(=O)(=O)Cl 2-(methoxymethyl)pyrrolidine-1-sulfonyl chloride